2-[3-(1,3-Benzothiazol-2-ylamino)-4-methyl-6,7-dihydro-5H-pyrido[2,3-c]pyridazin-8-yl]-5-[3-[2-fluoro-4-(3-pyrrolidin-1-ylbut-1-ynyl)phenoxy]propyl]thiazole-4-carboxylic acid S1C(=NC2=C1C=CC=C2)NC2=C(C1=C(N=N2)N(CCC1)C=1SC(=C(N1)C(=O)O)CCCOC1=C(C=C(C=C1)C#CC(C)N1CCCC1)F)C